CN1N=C(C(=C1C)C=1C=C(C=NC1)C1=C2C(=NC=C1)N=CN2)C 7-(5-(1,3,5-trimethyl-1H-pyrazol-4-yl)pyridin-3-yl)-1H-imidazo[4,5-b]pyridine